methylfumaric acid monomethyl ester COC(\C(=C\C(=O)O)\C)=O